methyl-acryloyl-oxyethyl-sulfonic acid CC(CS(=O)(=O)O)OC(C=C)=O